2-Methyl-5-((1-methylazetidin-2-yl)methoxy)-N-(1-(7-(pyrimidin-2-yl)quinolin-5-yl)cyclopropyl)benzamide CC1=C(C(=O)NC2(CC2)C2=C3C=CC=NC3=CC(=C2)C2=NC=CC=N2)C=C(C=C1)OCC1N(CC1)C